2'-(2-amino-1'-methyl-1',2',3',6'-tetrahydro[3,4'-bipyridin]-5-yl)-N-ethyl-5',6'-dihydrospiro[pyrrolidine-3,4'-pyrrolo[1,2-b]pyrazole]-1-carboxamide NC1=NC=C(C=C1C=1CCN(CC1)C)C=1C=C2N(N1)CCC21CN(CC1)C(=O)NCC